C(C)(=O)N(CC(=O)N(CC=1SC=CC1)CC=1SC=CC1)CCS(N(CC=1SC=CC1)CC=1SC=CC1)(=O)=O 2-(acetyl-{2-[bis(2-thienylmethyl)sulfamoyl]ethyl}amino)-N,N-bis(2-thienylmethyl)acetamide